(R)-N-(7-(1H-pyrazol-5-yl)isoquinolin-1-yl)-4-(3H-[1,2,3]triazolo[4,5-b]pyridin-3-yl)-2-fluoro-N-(piperidin-3-yl)benzamide N1N=CC=C1C1=CC=C2C=CN=C(C2=C1)N(C(C1=C(C=C(C=C1)N1N=NC=2C1=NC=CC2)F)=O)[C@H]2CNCCC2